FC1CN(CCN1F)C1=CC=CC=2OCCOC21 5-(3,4-difluoropiperazin-1-yl)-2,3-dihydro-1,4-benzodioxine